C(C)[C@H](C(=O)OCCCCOCC(CCCCCCC)CC)C(NC(=O)NC=1C(N(C=CC1O)C)=O)C=1SC(=CC1)C1=C(C=C(C=C1)F)F 4-((2-ethylnonyl)oxy)butan-1-ol Ethyl-(S)-3-(5-(2,4-Difluorophenyl)thiophen-2-yl)-3-(3-(4-hydroxy-1-methyl-2-oxo-1,2-dihydropyridin-3-yl)ureido)propanoat